(S)-2-(1-acryloylpiperidin-2-yl)-4-(4-((4-ethylpyridin-2-yl)carbamoyl)phenyl)-1-(methylamino)-1H-imidazole-5-carboxamide C(C=C)(=O)N1[C@@H](CCCC1)C=1N(C(=C(N1)C1=CC=C(C=C1)C(NC1=NC=CC(=C1)CC)=O)C(=O)N)NC